COC=1C=C2C(=CNC2=CC1)CCN(CC=C)CC=C N-[2-(5-methoxy-1H-indol-3-yl)ethyl]-N-(prop-2-en-1-yl)prop-2-en-1-amine